FC1=C2CN(C(C2=CC=C1C1=CC(=C2C(=N1)N(C=C2)C2COC2)CN2CCCC2)=O)C2C(NC(CC2)=O)=O 3-(4-fluoro-5-(1-(oxetan-3-yl)-4-(pyrrolidin-1-ylmethyl)-1H-pyrrolo[2,3-b]pyridin-6-yl)-1-oxo-isoindolin-2-yl)piperidine-2,6-dione